N-(2,4-dichloro-6-(dimethylaminoformyl)phenyl)-N-methyl-3-bromo-1-(3-chloropyridin-2-yl)-1H-pyrazole-5-carboxamide ClC1=C(C(=CC(=C1)Cl)C(=O)N(C)C)N(C(=O)C1=CC(=NN1C1=NC=CC=C1Cl)Br)C